Cl\C=C(\C(C(C(F)F)(F)F)(F)F)/F Z-1-chloro-2,3,3,4,4,5,5-heptafluoro-1-pentene